C(C=C)C1(CN(C1)C(=O)OC(C)(C)C)C(=O)O 3-allyl-1-tert-butoxycarbonyl-azetidine-3-carboxylic acid